6-[ETHYL(METHYL)AMINO]NICOTINALDEHYDE C(C)N(C1=NC=C(C=O)C=C1)C